6-(2-(3'-fluoro-[1,1'-biphenyl]-3-yl)-2-hydroxyacetyl)-2-(1-(thiophen-2-yl)cyclopropyl)-5,6,7,8-tetrahydropyrido[4,3-d]pyrimidin-4(3H)-one FC=1C=C(C=CC1)C1=CC(=CC=C1)C(C(=O)N1CC2=C(N=C(NC2=O)C2(CC2)C=2SC=CC2)CC1)O